6-fluoro-5-methyl-2-(tetrahydro-2H-pyran-2-yl)-4-(4,4,5,5-tetramethyl-1,3,2-dioxaborolan-2-yl)-2H-indazole FC=1C(=C(C2=CN(N=C2C1)C1OCCCC1)B1OC(C(O1)(C)C)(C)C)C